2,3,5-Trichloropyridine ClC1=NC=C(C=C1Cl)Cl